BrCC1=CC=C(C=C1)S(=O)(=O)F 4-(bromomethyl)benzenesulfonyl fluoride